(t-butoxycarbonyl)-threonine C(C)(C)(C)OC(=O)N[C@@H]([C@H](O)C)C(=O)O